CC1=NC(=NO1)C1=CC=C2C=CN=C(C2=C1)NCCN1C(C=2C=C(C=NC2CC1)C(=O)OCC)=O Ethyl 6-(2-{[7-(5-methyl-1,2,4-oxadiazol-3-yl) isoquinolin-1-yl] amino} ethyl)-5-oxo-5,6,7,8-tetrahydro-1,6-naphthyridine-3-carboxylate